CS(=O)(=O)[O-].C(CCCCCCCCC)[NH+]1C(CCCC1)CCCC 1-Decyl-2-butylpiperidinium methansulfonat